C1(CC1)CN1C(=CC2=CC=CC=C12)C1=NC2=C(N1CC=1C(=NN(C1)C)C)C(=CC(=C2)C(=O)N2C1CCC(C2)[C@H]1N)OC (7R)-2-{2-[1-(cyclopropylmethyl)-1H-indol-2-yl]-1-[(1,3-dimethyl-1H-pyrazol-4-yl)methyl]-7-methoxy-1H-1,3-benzodiazole-5-carbonyl}-2-azabicyclo[2.2.1]heptan-7-amine